C1(=CC=CC=C1)S(=O)(=N)C1=CC=CC=C1 bis-phenylsulfoximine